(R)-6-(methoxy-d3)-1-tosyl-6-(trifluoromethyl)-4,5,6,7-tetrahydro-1H-indole-3-sulfonyl chloride C(O[C@@]1(CCC=2C(=CN(C2C1)S(=O)(=O)C1=CC=C(C)C=C1)S(=O)(=O)Cl)C(F)(F)F)([2H])([2H])[2H]